4-(1-((3-(difluoro-methyl)-1-methyl-1H-pyrazol-5-yl)sulfonyl)-1-fluoro-ethyl)-N-(2-fluoro-pyridin-4-yl)piperidine FC(C1=NN(C(=C1)S(=O)(=O)C(C)(F)C1CCN(CC1)C1=CC(=NC=C1)F)C)F